1-(4-(4-(7-Azaspiro[3.5]nonan-2-yl)piperazin-1-yl)phenyl)dihydropyrimidine-2,4(1H,3H)-dione bistrifluoroacetate FC(C(=O)O)(F)F.FC(C(=O)O)(F)F.C1C(CC12CCNCC2)N2CCN(CC2)C2=CC=C(C=C2)N2C(NC(CC2)=O)=O